C(C)(C)NC(NC)=O 3-isopropyl-1-methylurea